ClC=1C(=NC(=NC1)N[C@H]1CN(CC1)C1CN(CCC1)C=1C=C2C(N(C(C2=CC1)=O)C1C(NC(CC1)=O)=O)=O)C1=CNC2=CC=CC=C12 5-(3-((R)-3-((5-Chloro-4-(1H-indol-3-yl)pyrimidin-2-yl)amino)pyrrolidin-1-yl)piperidine-1-yl)-2-(2,6-dioxopiperidin-3-yl)isoindoline-1,3-dione